tert-butyl-2-(bromomethyl)acrylate C(C)(C)(C)OC(C(=C)CBr)=O